trans-4-(((trans-4-(3-Cyano-4-methoxyphenyl)cyclohexyl)methyl)(3-(1-isopropyl-1H-pyrazol-4-yl)phenyl)carbamoyl)cyclohexyl (2-hydroxyethyl)carbamate OCCNC(O[C@@H]1CC[C@H](CC1)C(N(C1=CC(=CC=C1)C=1C=NN(C1)C(C)C)C[C@@H]1CC[C@H](CC1)C1=CC(=C(C=C1)OC)C#N)=O)=O